CC(C(=O)N1CCC(CC1)C=1C(=CC(=C(C1)NC(=O)C1=CNC(C=C1C(F)(F)F)=O)N1C[C@H](N([C@H](C1)C)C)C)F)(C)C N-[5-[1-(2,2-dimethylpropanoyl)piperidin-4-yl]-4-fluoro-2-[(3R,5S)-3,4,5-trimethylpiperazin-1-yl]phenyl]-6-oxo-4-(trifluoromethyl)-1H-pyridine-3-carboxamide